1-(1-(2-fluoroacryloyl)azetidin-3-yl)-N-(pyridin-4-yl)-3-(4-(trifluoromethyl)phenyl)-1H-indazole-7-carboxamide FC(C(=O)N1CC(C1)N1N=C(C2=CC=CC(=C12)C(=O)NC1=CC=NC=C1)C1=CC=C(C=C1)C(F)(F)F)=C